(fluoro)quinolone FC=1C(NC2=CC=CC=C2C1)=O